tert-butyl (4-(3-((4-methyl-3-(trifluoromethyl)phenyl)carbamoyl) pyridin-2-yl)phenyl)carbamate CC1=C(C=C(C=C1)NC(=O)C=1C(=NC=CC1)C1=CC=C(C=C1)NC(OC(C)(C)C)=O)C(F)(F)F